vinyl laurate C(CCCCCCCCCCC)(=O)OC=C